CC1=CC=C(CN2CCC(CC2)NC(=O)NC2=CC(=CC=C2)C(F)(F)F)C=C1 1-(1-(4-methylbenzyl)piperidin-4-yl)-3-(3-(trifluoromethyl)phenyl)urea